Cl.CC1=C(N=NC(=C1C)N[C@H]1CNCCC1)C1=CC=C2C(C=CS2)=C1O 5-{4,5-dimethyl-6-[(3R)-piperidin-3-ylamino]pyridazin-3-yl}-1-benzothiophen-4-ol hydrochloride